NCCOC1=CC(=NC(=N1)CC)NC=1SC(=CN1)C1CCC1 N-[6-(2-aminoethoxy)-2-ethyl-pyrimidin-4-yl]-5-cyclobutyl-thiazol-2-amine